1-(tert-butoxy)-3-chloro-isoquinoline C(C)(C)(C)OC1=NC(=CC2=CC=CC=C12)Cl